Endo-4-((6-chloropyridin-3-yl)methyl)-2-(5-methyl-2-(pyridin-4-yl)-1H-imidazol-4-yl)-2-azabicyclo[3.1.0]hexan-3-one ClC1=CC=C(C=N1)CC1C(N(C2CC12)C=1N=C(NC1C)C1=CC=NC=C1)=O